C(C)(C)(C)OC(=O)N1C2=C(OCC1)C(=CC=C2Cl)S(=O)(=O)Cl.C2(=CC=CC=C2)[C@@H]2CCN1N=C(C=C12)C(CC)=O 1-[(4S)-4-phenyl-5,6-dihydro-4H-pyrrolo[1,2-b]pyrazol-2-yl]propan-1-one tert-butyl-5-chloro-8-(chlorosulfonyl)-2H-benzo[b][1,4]oxazine-4(3H)-carboxylate